C1(NCC2=CC=CC=C12)=O Isoindolin-1-one